C(CCOC1=CC(=C(C=C1OC)C(=O)N1CC2(CC2)C[C@H]1CO[Si](C)(C)C(C)(C)C)[N+](=O)[O-])OC1=CC(=C(C=C1OC)C(=O)N1CC2(CC2)C[C@H]1CO[Si](C)(C)C(C)(C)C)[N+](=O)[O-] {Propan-1,3-diylbis[oxy(5-methoxy-2-nitrobenzen-4,1-diyl)]}bis{[(6S)-6-({[tert-butyl(dimethyl)silyl]oxy}methyl)-5-azaspiro[2.4]hept-5-yl]methanone}